FC(C1=NC(=NC=C1)OC1=C(C=C(C=C1)C1=C(N(C=2N=CN=C(C21)N)C)I)F)F 5-(4-((4-(Difluoromethyl)pyrimidin-2-yl)oxy)-3-fluorophenyl)-6-iodo-7-methyl-7H-pyrrolo[2,3-d]pyrimidin-4-amine